OC1(CC(C1)C(=O)N1CC2(C1)C[C@@H](CC2)C2=NC1=C(N2C)C=CC=C1)C |r| (rac)-((1s,3s)-3-Hydroxy-3-methylcyclobutyl)(6-(1-methyl-1H-benzo[d]imidazol-2-yl)-2-azaspiro[3.4]octan-2-yl)methanone